N-(1-(2-fluorocyclopropyl)-2-oxo-1,2-dihydropyridin-3-yl)-7-isopropoxy-2-((1S,4R)-1-methyl-2-oxabicyclo[2.2.1]heptan-4-yl)imidazo[1,2-a]pyridine-6-carboxamide FC1C(C1)N1C(C(=CC=C1)NC(=O)C=1C(=CC=2N(C1)C=C(N2)[C@@]21CO[C@@](CC2)(C1)C)OC(C)C)=O